CC1(OB(OC1(C)C)C=1C=NC(=NC1)N1CCC2(OCCO2)CC1)C 8-(5-(4,4,5,5-tetramethyl-1,3,2-dioxaborolan-2-yl)pyrimidin-2-yl)-1,4-dioxa-8-azaspiro[4.5]decane